4-methoxystyrene oxide COC1=CC=C(C2CO2)C=C1